(2R)-2-(6-{5-chloro-2-[(oxacyclohex-4-yl)amino]pyrimidin-4-yl}-1-oxo-2,3-dihydro-1H-isoindol-2-yl)-N-[(1S)-1-[3-fluoro-5-(4-methylpiperazin-1-yl)phenyl]-2-hydroxyethyl]propionamide ClC=1C(=NC(=NC1)NC1CCOCC1)C1=CC=C2CN(C(C2=C1)=O)[C@@H](C(=O)N[C@H](CO)C1=CC(=CC(=C1)N1CCN(CC1)C)F)C